5-Chloro-1,3,3-trimethylspiro[indoline-2,3'-naphtho[2,1-b][1,4]oxazine] ClC=1C=C2C(C3(C=NC4=C(O3)C=CC3=CC=CC=C34)N(C2=CC1)C)(C)C